(2S,4R)-4-hydroxy-N-methyl-1-[rac-(2R)-3-methyl-2-[4-(1H-pyrrol-2-yl)triazol-1-yl]butanoyl]pyrrolidine-2-carboxamide O[C@@H]1C[C@H](N(C1)C([C@@H](C(C)C)N1N=NC(=C1)C=1NC=CC1)=O)C(=O)NC |&1:7|